lithium fluoride lithium salt [Li+].[F-].[Li+].[F-]